[Na+].C(N)([S-])=S.CNC dimethylamine dithiocarbamate sodium salt